C(N)(=N)C=1C=C(OC=2C(=C3C=CN(C3=CC2F)S(=O)(=O)C2=CC=CC=C2)CS(=O)(=O)CC(=O)OCC)C=CC1F ethyl 2-(((5-(3-carbamimidoyl-4-fluorophenoxy)-6-fluoro-1-(phenylsulfonyl)-1H-indol-4-yl)methyl)sulfonyl)acetate